N-({5-chloro-6-[(2-methyl-2H-1,2,3-triazol-4-yl)methoxy]-2-indolyl}methyl)-1-azetidinecarboxamide ClC=1C=C2C=C(NC2=CC1OCC1=NN(N=C1)C)CNC(=O)N1CCC1